COC1=CC=C(C=C1)C=1N=C2N(NCCC2C2CCNCC2)C1C(=O)N 2-(4-methoxyphenyl)-8-(piperidin-4-yl)-5,6,7,8-tetrahydroimidazo[1,2-b]pyridazine-3-carboxamide